(azetidin-1-ylmethyl)butanoic acid (S)-1-phenylethyl ester C1(=CC=CC=C1)[C@H](C)OC(C(CC)CN1CCC1)=O